1-(3-(5-amino-6-(4-((4-(trifluoromethyl)pyridin-2-yl)oxy)phenyl)quinazolin-8-yl)pyrrolidin-1-yl)prop-2-en-1-one NC1=C2C=NC=NC2=C(C=C1C1=CC=C(C=C1)OC1=NC=CC(=C1)C(F)(F)F)C1CN(CC1)C(C=C)=O